CC=1C=C(C=CC1C)S(/C=C/CNC(=O)C=1C(NC=2C3CCC(C2C1)C3)=O)(=O)=N N-[(2E)-3-[(3,4-dimethylphenyl)(imino)oxo-λ6-sulfanyl]prop-2-en-1-yl]-4-oxo-3-azatricyclo[6.2.1.02,7]undeca-2(7),5-diene-5-carboxamide